ClCOC1=NC=CC(=N1)C(C(=O)OC)(C(=O)OC)C dimethyl (2-chloro methoxypyrimidin-4-yl)(methyl)propanedioate